C(C)(C)(C)OC(=O)N1C(CNCC1)CCOC1=CC=C(C=C1)[N+](=O)[O-] [2-(4-nitrophenoxy)ethyl]piperazine-1-carboxylic acid tert-butyl ester